6-fluoronaphthalen-2-olcarboxylate FC1=CC2=CC=C(C(=C2C=C1)C(=O)[O-])O